(8S,9S,10R,13S,14S,17S)-10,13-Dimethyl-17-((E)-1-(2-(4-methylpiperazin-1-yl)acetoxyimino)ethyl)-6,7,8,9,10,11,12,13,14,15,16,17-dodecahydro-1H-cyclopenta[a]phenanthren-3(2H)-one C[C@]12[C@H]3CC[C@@]4([C@H](CC[C@H]4[C@@H]3CCC2=CC(CC1)=O)/C(/C)=N/OC(CN1CCN(CC1)C)=O)C